FC1=CC(=C(OC2=C(C(=O)NC3=CC(=NC=C3)OC)C=C(C(=C2)C(F)(F)F)C(=C)C(F)(F)F)C=C1)C 2-(4-fluoro-2-methylphenoxy)-N-(2-methoxypyridin-4-yl)-4-(trifluoromethyl)-5-(3,3,3-trifluoroprop-1-en-2-yl)benzamide